(5R)-1-tert-butoxycarbonyl-5-fluoro-piperidine-2-carboxylic acid C(C)(C)(C)OC(=O)N1C(CC[C@H](C1)F)C(=O)O